N1[C@@H](CC1)COC=1C=CC(=C(C(=O)NC2(CC2)C2=C3C=CC(=NC3=CC(=C2)C2=CN=C(S2)C)C)C1)C (S)-5-(azetidin-2-ylmethoxy)-2-methyl-N-(1-(2-methyl-7-(2-methylthiazol-5-yl)quinolin-5-yl)cyclopropyl)benzamide